BrC=1N=C(SC1)C(=O)N 4-bromothiazole-2-carboxamide